3-(trifluoromethoxy)pyrrolidine-1-carboxamide FC(OC1CN(CC1)C(=O)N)(F)F